(4-chlorophenoxy)-1,7-naphthyridine-5-carbonitrile ClC1=CC=C(OC2=NC=3C=NC=C(C3C=C2)C#N)C=C1